C1(=CC=CC=2C3=CC=CC=C3PC12)CC1=C(C=CC=C1)CC1=CC=CC=2C3=CC=CC=C3PC12 1,2-bis(9-phosphafluorenyl)methylbenzene